1-(2-(4,4-difluorocyclohexyl)-4-(1-methyl-1H-pyrazol-3-yl)-5,8-dihydropyrido[3,4-d]pyrimidin-7(6H)-yl)prop-2-en-1-one FC1(CCC(CC1)C=1N=C(C2=C(N1)CN(CC2)C(C=C)=O)C2=NN(C=C2)C)F